C1(CCCCC1)C[C@@H](C(=O)N[C@H](C(=O)N(C)OC)CCC(=O)N(CCCCC)C)NC(OCC1=CC(=CC=C1)Cl)=O 3-chlorobenzyl ((S)-3-cyclohexyl-1-(((S)-1-(methoxy(methyl)amino)-5-(methyl(pentyl)amino)-1,5-dioxopentan-2-yl)amino)-1-oxopropan-2-yl)carbamate